2-chloro-4,6-dibromo-s-triazine ClC1=NC(=NC(=N1)Br)Br